[Br].[I].CN methylamine iodine bromine